N-(1-phenyl-ethyl)-3-(pyrrolidin-1-yl)propanamide C1(=CC=CC=C1)C(C)NC(CCN1CCCC1)=O